3-[bis(t-Butoxycarbonyl)amino]-6-[(1R)-1-methylbut-3-enyloxy]-5-(trifluoromethyl)pyridine-2-carboxylic acid methyl ester COC(=O)C1=NC(=C(C=C1N(C(=O)OC(C)(C)C)C(=O)OC(C)(C)C)C(F)(F)F)O[C@@H](CC=C)C